2-(6,6-dimethylbicyclo[3.1.1]hept-2-en-2-yl)acetaldehyde CC1(C2CC=C(C1C2)CC=O)C